2-butenoate C(C=CC)(=O)[O-]